(3S)-1-[7-[[5-(Trifluoromethyl)pyrazin-2-yl]amino]-2-azaspiro[3.5]nonane-2-carbonyl]pyrrolidine-3-carboxamide FC(C=1N=CC(=NC1)NC1CCC2(CN(C2)C(=O)N2C[C@H](CC2)C(=O)N)CC1)(F)F